(Z,Z)-18,21-Heptacosadien-10-one CCCCCCCCCC(CCCCCCC\C=C/C\C=C/CCCCC)=O